N[C@@H](CCSC[C@@H](C(=O)O)N)C(=O)O Cystathionine